C1(C=CC(N1CCCCCC(=O)N([C@@H](C(C)C)C(=O)O)C(CCCCCN1C(C=CC1=O)=O)=O)=O)=O bis-(6-maleimidohexanoyl)valine